C(C)(C)(C)OC(=O)N1CC(N(CC1)C1=NC=C(N=C1)C(F)(F)F)C 3-methyl-4-(5-(trifluoromethyl)pyrazin-2-yl)piperazine-1-carboxylic acid tert-butyl ester